NC1=C(C(=O)N2CCC(CC2)C2=NNC3=NC=C(C=C32)C(=O)N)C=CC(=C1)OC(F)(F)F 3-{1-[2-Amino-4-(trifluoromethoxy)benzoyl]piperidin-4-yl}-1H-pyrazolo[3,4-b]pyridine-5-carboxamide